2-fluoro-6-(trifluoromethyl)phenol FC1=C(C(=CC=C1)C(F)(F)F)O